2-(4-((4-(ethyl(4-(trifluoromethyl)benzyl)amino)-7H-pyrrolo[2,3-d]pyrimidin-7-yl)methyl)-3,4-dihydroxypiperidin-1-yl)acetamide C(C)N(C=1C2=C(N=CN1)N(C=C2)CC2(C(CN(CC2)CC(=O)N)O)O)CC2=CC=C(C=C2)C(F)(F)F